BrC1=CN=C2C3=C(C=CC=C13)C(N2C2C(NC(CC2)=O)=O)=O 3-(6-bromo-2-oxopyrrolo[4,3,2-ij]isoquinolin-1(2H)-yl)piperidine-2,6-dione